FC1=C(C(=CC=C1)F)N1N=C(C=C1)NC(C1=C(C=CC=C1)C(F)(F)F)=O N-[1-(2,6-difluorophenyl)pyrazol-3-yl]-2-(tri-fluoromethyl)benzamide